C1(=CC=CC=C1)N(S(=O)(=O)C)CC=1SC(=CN1)C=1OC(=NN1)C(F)(F)F N-phenyl-N-({5-[5-(trifluoromethyl)-1,3,4-oxadiazol-2-yl]-1,3-thiazol-2-yl}methyl)methanesulfonamide